2,2-Dimethyl-1,3-dioxan-5-one CC1(OCC(CO1)=O)C